OC1=C(C=NO)C=C(C=C1)C 2-hydroxy-5-methylbenzaldehyde oxime